C(CCC)(=O)OC/C(=C(/COC(CC)=O)\Br)/Br (2E)-2,3-dibromo-4-[(propionyl)oxy]but-2-en-1-yl butanoate